FC1=NC(=CC=C1C1=C(N=C(N1C)CC1=CC=C(C=C1)OC)C(=O)OCC)C(F)(F)F Ethyl 5-(2-fluoro-6-(trifluoromethyl)pyridin-3-yl)-2-(4-methoxybenzyl)-1-methyl-1H-imidazole-4-carboxylate